C(C)(C)(C)OC(=O)NC1=C(C2=C(S1)C(=CC=C2C2=C(C=C1C(=NC(=NC1=C2F)F)N2CC1CCC(C2)N1C(=O)OC(C)(C)C)C(F)(F)F)F)I tert-butyl 3-(7-(2-((tert-butoxycarbonyl)amino)-7-fluoro-3-iodobenzo[b]thiophen-4-yl)-2,8-difluoro-6-(trifluoromethyl)quinazolin-4-yl)-3,8-diazabicyclo[3.2.1]octane-8-carboxylate